8-Chloro-2-phenethyl-1,2,3,4-tetrahydrobenzo[b][1,6]naphthyridine-10-carboxylic Acid ClC1=CC=2C(=NC=3CCN(CC3C2C(=O)O)CCC2=CC=CC=C2)C=C1